Cl.COC([C@@H](CC(N)=O)N)=O (2R)-2-amino-3-carbamoyl-propionic acid methyl ester hydrochloride